C(C(O)C)(=O)OCCCCCCCCCCCCCC Tetradecyl lactate